6-[1-(1-methyl-4-piperidyl)pyrazol-4-yl]-1,7-naphthyridin CN1CCC(CC1)N1N=CC(=C1)C=1C=C2C=CC=NC2=CN1